2-((5-chloro-7-fluoro-8-hydroxy-1,2,3,4-tetrahydroisoquinolin-1-yl)methyl)isoindoline-1,3-dione hydrobromide salt Br.ClC1=C2CCNC(C2=C(C(=C1)F)O)CN1C(C2=CC=CC=C2C1=O)=O